Methylammonium Tin Triiodide [Sn+](I)(I)I.C[NH3+]